7-[(3S)-3-methylpiperazin-1-yl]-4-oxo-4H-pyrido[1,2-a]pyrimidin C[C@H]1CN(CCN1)C=1C=CC=2N(C(C=CN2)=O)C1